FC(C(=O)O)(F)F.CC1(CCNCC1)OC1=CC=C(C=C1)[N+](=O)[O-] 4-methyl-4-(4-nitrophenoxy)piperidine trifluoroacetate salt